3-((3-chloro-5-(1,2-dihydroxypropan-2-yl)isoquinolin-8-yl)oxy)azetidine-1-carboxylic acid tert-butyl ester C(C)(C)(C)OC(=O)N1CC(C1)OC=1C=CC(=C2C=C(N=CC12)Cl)C(CO)(C)O